3-[1-Methyl-6-(4-oxo-1-piperidyl)indazol-3-yl]piperidine-2,6-dione CN1N=C(C2=CC=C(C=C12)N1CCC(CC1)=O)C1C(NC(CC1)=O)=O